Cl.Cl.Cl.C(C=C)NCCCN(CCCNCC=C)CC=C N,N-bis(3-allylaminopropyl)allylamine trihydrochloride